(4-fluorophenyl)-1H-indazol-5-yl-3-methyl-5-phenylpyrrolidin-2-one FC1=CC=C(C=C1)C1(C(N(C(C1)C1=CC=CC=C1)C=1C=C2C=NNC2=CC1)=O)C